(S)-2-amino-2-(2-hydroxyphenyl)acetic acid N[C@H](C(=O)O)C1=C(C=CC=C1)O